3-(3-(2,4-dioxotetrahydropyrimidin-1(2H)-yl)-4-ethylbenzoyl)-3-azaspiro[5.5]undecane-9-carbaldehyde O=C1N(CCC(N1)=O)C=1C=C(C(=O)N2CCC3(CC2)CCC(CC3)C=O)C=CC1CC